(benzyloxy)-1-ethyl-3-methyl-1H-pyrazole-5-carbohydrazide C(C1=CC=CC=C1)OC=1C(=NN(C1C(=O)NN)CC)C